FC(C1=NNC(=C1)CC1CC2(CN(C2)C(=O)N2CC3(C2)NC(CCC3)=O)C1)(F)F 2-[6-[[3-(trifluoromethyl)-1H-pyrazol-5-yl]methyl]-2-azaspiro[3.3]heptane-2-carbonyl]-2,5-diazaspiro[3.5]nonan-6-one